ClC=1C(=NC=C(C1)Cl)C(=O)O 3,5-dichloro-2-picolinic acid